1-(4-amino-3-(3-(morpholine-4-carbonyl)phenyl)-1H-pyrazolo[3,4-d]pyrimidin-1-yl)ethyl-3-(3-fluorophenyl)-4H-chromen-4-one NC1=C2C(=NC=N1)N(N=C2C2=CC(=CC=C2)C(=O)N2CCOCC2)C(C)C=2OC1=CC=CC=C1C(C2C2=CC(=CC=C2)F)=O